4,4-bis(octyloxy)butanol C(CCCCCCC)OC(CCCO)OCCCCCCCC